C1(=CC=CC=C1)C(C1=CC=CC=C1)=NC(C(=O)OC)CC=1C(=CC2=C(COB2O)C1)F methyl 2-[(diphenylmethylidene)amino]-3-(6-fluoro-1-hydroxy-3H-2,1-benzoxaborol-5-yl)propanoate